ClC1=CC=C(C=C1)NC(C=CC(=O)N1CCC2(CC1)C1=C(NC(O2)=O)C=CC(=C1)OC)=O N-(4-chlorophenyl)-4-(6-methoxy-2-oxo-1,2-dihydrospiro[benzo[d][1,3]oxazine-4,4'-piperidin]-1'-yl)-4-oxobut-2-enamide